5-(3-Aminophenyl)-2-methyl-N-(3-(2-oxopropyl)-1,2,4-thiadiazol-5-yl)furan-3-carboxamide NC=1C=C(C=CC1)C1=CC(=C(O1)C)C(=O)NC1=NC(=NS1)CC(C)=O